1-((3aS,6S)-2,3-Dimethyloctahydro-3a,6-methanoinden-1-yl)ethan CC1C(C2C[C@@H]3CC[C@@]2(C1C)C3)CC